C(\C=C\C1=CC(OC)=C(O)C=C1)(=O)O.O[C@@H](C[N+](C)(C)C)CC([O-])=O L-carnitine ferulic acid salt